diethyl ((5-carbamoyl-3-(1,2-dihydroxyethyl)-7-(3-(methylsulfonyl)propoxy)benzo[b]thiophen-2-yl)difluoromethyl)phosphonate C(N)(=O)C1=CC2=C(SC(=C2C(CO)O)C(F)(F)P(OCC)(OCC)=O)C(=C1)OCCCS(=O)(=O)C